FC=1C=CC=C2C(=C(/C(/C12)=C/C1=CC(=CC=C1)COC1=CC=CC=C1)C)CC(=O)O (Z)-2-(7-Fluoro-2-methyl-1-(3-(phenoxymethyl)benzylidene)-1H-inden-3-yl)-acetic acid